2-(4-((4-((5-cyclopropyl-1H-pyrazol-3-yl)amino)pyrimidin-2-yl)(methyl)amino)piperidin-1-yl)-N-(3-(methylsulfonyl)phenyl)acetamide C1(CC1)C1=CC(=NN1)NC1=NC(=NC=C1)N(C1CCN(CC1)CC(=O)NC1=CC(=CC=C1)S(=O)(=O)C)C